ClC1=C2C=C(NC2=C(C(=C1)[C@H]1CN(CCC1)C(=O)OC(C)(C)C)F)C(N(C)C)=O tert-butyl (S)-3-(4-chloro-2-(dimethylcarbamoyl)-7-fluoro-1H-indol-6-yl)piperidine-1-carboxylate